2(3H)-benzothiazolone S1C(NC2=C1C=CC=C2)=O